5-[2-isopropyl-6-[4-[(5-piperazin-1-ylpyrazin-2-yl)methyl]piperazin-1-yl]-3-pyridinyl]-1,3-dimethyl-pyridin-2-one C(C)(C)C1=NC(=CC=C1C=1C=C(C(N(C1)C)=O)C)N1CCN(CC1)CC1=NC=C(N=C1)N1CCNCC1